(S)-4-((2-((5-fluoropyridin-3-yl)oxy)ethyl)(4-(5,6,7,8-tetrahydro-1,8-naphthyridin-2-yl)butyl)amino)-2-((4-phenylpyridin-2-yl)amino)butanoic acid FC=1C=C(C=NC1)OCCN(CC[C@@H](C(=O)O)NC1=NC=CC(=C1)C1=CC=CC=C1)CCCCC1=NC=2NCCCC2C=C1